NC=1C(=NC(=C(N1)C=1OC=CN1)C1=CNC(C=C1)=O)C(=O)NCC1=C(C=CC=C1F)F 3-amino-N-(2,6-difluorobenzyl)-5-(oxazol-2-yl)-6-(6-oxo-1,6-dihydropyridin-3-yl)pyrazine-2-carboxamide